FC=1C=C(C#N)C=C(C1/C=N/O)F (E)-3,5-Difluoro-4-((hydroxyimino)methyl)benzonitrile